tert-butyl 2-(hydroxymethyl)-3-iodo-6,7-dihydropyrazolo[1,5-a]-pyrazine-5(4H)-carboxylate OCC1=NN2C(CN(CC2)C(=O)OC(C)(C)C)=C1I